[Si](C)(C)(C(C)(C)C)O[C@@H](COC1=CC(=NC(=C1)[C@@]1(COCC1)OC)N1N=C(C=2C=NC(=CC21)Cl)C)C 1-(4-((R)-2-((tert-butyldimethylsilyl)oxy)propoxy)-6-((S)-3-methoxytetrahydrofuran-3-yl)pyridin-2-yl)-6-chloro-3-methyl-1H-pyrazolo[4,3-c]pyridine